C1(CCCCC1)CN1C[C@@H](CCC1)NC(OC(C)(C)C)=O tert-butyl (R)-(1-(cyclohexylmethyl)piperidin-3-yl)carbamate